6,7-dihydro-4H-[1,2,3]oxadiazolo[4,3-c][1,4]oxazin N1OC=C2COCCN21